C1(=CC=C(C=C1)C1=NN=C(N1)C1=CC=C(C=C1)C(C)(C)C)C1=CC=CC=C1 (biphenyl)-4-yl-5-(4-tert-butylphenyl)-4H-1,2,4-triazole